CN1N=CC2=CC=C(C=C12)C=1C2=C(NN1)C1=C(C2)SC(=C1)C1=CC(=NC=C1)C 3-(1-Methyl-1H-indazol-6-yl)-6-(2-methylpyridin-4-yl)-1,4-dihydrothieno[2',3':4,5]cyclopenta[1,2-c]pyrazole